tert-butyl 4-((3-(5-allyl-2-methoxyphenyl)isoxazole-5-yl)methyl)piperazine-1-carboxylate C(C=C)C=1C=CC(=C(C1)C1=NOC(=C1)CN1CCN(CC1)C(=O)OC(C)(C)C)OC